2-((2-(dimethylamino)ethyl)(methyl)amino)-4-hydroxypyrimidine-5-carboxylic acid ethyl ester C(C)OC(=O)C=1C(=NC(=NC1)N(C)CCN(C)C)O